C(=O)(OC(C)(C)C)NCCCCCN N-Boc-cadaverin